(2S)-2-{[(tert-butoxy)carbonyl]Amino}-4-oxo-butanoic acid tert-butyl ester C(C)(C)(C)OC([C@H](CC=O)NC(=O)OC(C)(C)C)=O